COC1=C(OC=C1)C(CCO)C[N+](=O)[O-] 3-(3-Methoxyfuran-2-yl)-4-nitrobutan-1-ol